ClC1=C(C(=O)NC2=NN=NN2CC)C=CC(=C1S(=O)(=O)C(C)C)S(=O)(=O)C 2-chloro-N-(1-ethyl-1H-tetrazol-5-yl)-3-isopropylsulfonyl-4-methylsulfonylbenzamide